ClC=1C=C(C=CC1Cl)C=1OC(=C(N1)C#N)NC 2-(3,4-dichlorophenyl)-5-(methylamino)-1,3-oxazole-4-carbonitrile